3-methyl-5-phenylpentyl 2-hydroxybenzoate OC1=C(C(=O)OCCC(CCC2=CC=CC=C2)C)C=CC=C1